C[C@@H]1N(CCC1)CC1=NC2=C(N1)C=CC(=C2)NC(=O)C=2C=C1C=NN(C1=CC2)CCNC(OC(C)(C)C)=O tert-butyl (S)-(2-(5-((2-((2-methylpyrrolidin-1-yl)methyl)-1H-benzo[d]imidazol-5-yl)carbamoyl)-1H-indazol-1-yl)ethyl)carbamate